C(C)(C)(C)S(=O)\N=C\C1=C(C(=O)N(C)C)C=C(N=C1Cl)N(C)CC1CCCC1 (E)-3-(((tert-butylsulfinyl)imino)methyl)-2-chloro-6-((cyclopentylmethyl)(methyl)amino)-N,N-dimethyl-isonicotinamide